(7-bromo-5-((4-(chlorodifluoromethoxy)phenyl)carbamoyl)-3-ethyl-1-isopropylindolin-2-yl)methyl methanesulfonate CS(=O)(=O)OCC1N(C2=C(C=C(C=C2C1CC)C(NC1=CC=C(C=C1)OC(F)(F)Cl)=O)Br)C(C)C